[O-2].[Al+3].[Cu+2].[Fe+2] iron-copper-aluminum oxide